CN1CCC(CC1)(C1=CC=CC=C1)NS(=O)(=O)C1=CC=C(C=C1)OC(F)(F)F N-(1-methyl-4-phenylpiperidin-4-yl)-4-(trifluoromethoxy)benzene-sulfonamide